CN1C(=NC=C1)C(CCC(=O)OCC)=O ethyl 4-(1-methylimidazol-2-yl)-4-oxo-butyrate